ClCC1=C(N=NC=C1)NC1C(NC(CC1)=O)=O 3-((4-(Chloromethyl)pyridazin-3-yl)amino)piperidine-2,6-dione